BrC=1C=C(C=C(C1)Br)NC(NC1=C(C(=O)NCCCO)C=CC(=C1)OC(F)(F)F)=O 2-[3-(3,5-dibromophenyl)ureido]-4-trifluoromethoxy-N-(3-hydroxy-propyl)benzamide